ClC=1C=CC(=C(C(=O)O)C1)NC1=C(C=NC2=CC=C(C=C12)Cl)C(=O)N1CCOCC1 5-chloro-2-[[6-chloro-3-(morpholine-4-carbonyl)-4-quinolyl]amino]benzoic acid